Sulphosuccinamide, sodium salt [Na+].S(=O)(=O)([O-])C(C(=O)[NH-])CC(=O)[NH-].[Na+].[Na+]